BrCC1=C(C=C(C=C1)C(F)(F)F)OC 1-(bromomethyl)-2-methoxy-4-(trifluoromethyl)benzene